6-(8-(ethylamino)-6-fluoro-4-(3-(trifluoromethyl)-1H-pyrazol-1-yl)-9H-pyrido[2,3-b]indol-3-yl)-1-methyl-4-oxo-1,4-dihydro-1,8-naphthyridine-3-carboxylic acid C(C)NC=1C=C(C=C2C3=C(NC12)N=CC(=C3N3N=C(C=C3)C(F)(F)F)C=3C=C1C(C(=CN(C1=NC3)C)C(=O)O)=O)F